ClC1=CC=C(C(=N1)C1=CC=2C(C=N1)=NN(C2C(C)C)C)F 5-(6-chloro-3-fluoro-2-pyridyl)-3-isopropyl-2-methyl-pyrazolo[3,4-c]pyridine